ClC=1C=C(C=CC1F)C=1C(=CC=CC1)N 3'-chloro-4'-fluoro-[1,1'-biphenyl]-2-amine